C(C1=CC=CC=C1)(=O)NCCCCCCCC(=O)O 8-(N-benzoyl)aminocaprylic acid